FC(O[C@@H]1C[C@H](C1)O)(F)F trans-3-(trifluoromethoxy)cyclobutanol